isopropyl-4-(3-methyl-8-(6-(1-methyl-1H-pyrazol-4-yl)pyridin-3-yl)-2-oxo-2,3-dihydro-1H-imidazo[4,5-c]quinolin-1-yl)benzamide C(C)(C)C1=C(C(=O)N)C=CC(=C1)N1C(N(C=2C=NC=3C=CC(=CC3C21)C=2C=NC(=CC2)C=2C=NN(C2)C)C)=O